NC1=NC=NC=2N(C3=C(C=C(C=C3C21)C(F)(F)F)C)CC(=O)N2C1CC1CC2C(=O)NC2=NC(=CC=C2C)Cl 2-(2-(4-amino-8-methyl-6-(trifluoromethyl)-9H-pyrimido[4,5-b]indol-9-yl)acetyl)-N-(6-chloro-3-methylpyridin-2-yl)-2-azabicyclo[3.1.0]hexane-3-carboxamide